1-(Methyl)-8-(1,2,2,6,6-pentamethyl-4-piperidinyl)3,8-diazaspiro[4.5]decan-2-one CC1C(NCC12CCN(CC2)C2CC(N(C(C2)(C)C)C)(C)C)=O